CC1=CC=C(C=C1)S(=O)(=O)OC[C@H]1CN2C=3C(=C(SC3C(N1)=O)Br)OC(C2)(F)F (R)-(2-bromo-4,4-difluoro-9-oxo-4,5,6,7,8,9-hexahydro-3-oxa-1-thia-5a,8-diazabenzo[cd]azulen-7-yl)methyl 4-methylbenzenesulfonate